2-methyl-4-(4,4,5,5-tetramethyl-1,3,2-dioxaborolan-2-yl)aniline CC1=C(N)C=CC(=C1)B1OC(C(O1)(C)C)(C)C